COC(C1=C(C(=C(C=C1)N)NC[C@H]1OCC1)F)=O.CC(C[Si](OC)(OC)CC(C)(C)C)(C)C bis(2,2-dimethyl-propyl)-dimethoxysilane Methyl-(S)-4-amino-2-fluoro-3-((oxetan-2-ylmethyl)amino)benzoate